Phenanthren-3-ol C1=CC(=CC=2C3=CC=CC=C3C=CC12)O